tert-butyl 4-(2-((2,5-dimethylphenyl)sulfonamido)phenyl)piperazine-1-carboxylate CC1=C(C=C(C=C1)C)S(=O)(=O)NC1=C(C=CC=C1)N1CCN(CC1)C(=O)OC(C)(C)C